(S)-1-(2-chloro-5-(1-(1-methylpiperidin-4-yl)-1H-pyrazol-4-yl)pyridin-4-yl)piperidin-3-ol ClC1=NC=C(C(=C1)N1C[C@H](CCC1)O)C=1C=NN(C1)C1CCN(CC1)C